(2S)-2-amino-N-(2,6-dioxopiperidin-3-yl)-3-phenylpropanamide N[C@H](C(=O)NC1C(NC(CC1)=O)=O)CC1=CC=CC=C1